ClC1=C(C=CC(=C1)OCCN1CCNCC1)C=1N(C2=NC=NC(=C2N1)OC1(CC1)C)CC=1SC(=CN1)C 2-((8-(2-chloro-4-(2-(piperazin-1-yl)ethoxy)phenyl)-6-(1-methyl-cyclopropoxy)-9H-purin-9-yl)methyl)-5-methylthiazole